(R)-1-((6-fluoro-2-(2-methoxy-7-methylquinoxalin-5-yl)thiazolo[5,4-b]pyridin-5-yl)oxy)propan-2-yl (2-(2-hydroxyethoxy)pyrimidin-5-yl)carbamate OCCOC1=NC=C(C=N1)NC(O[C@@H](COC1=C(C=C2C(=N1)SC(=N2)C2=C1N=CC(=NC1=CC(=C2)C)OC)F)C)=O